cyclohexyl (methyl)acrylate CC(C(=O)OC1CCCCC1)=C